OC1N(C(CNC1)O)C1=CC=CC=2OCCOC21 5-(2,6-dihydroxypiperazin-1-yl)-2,3-dihydro-1,4-benzodioxine